(1s,2s,4r)-2-(dimethylamino)-1-methyl-4-(1-methylethenyl)cyclohexanol CN([C@@H]1[C@](CC[C@H](C1)C(=C)C)(O)C)C